O[C@H](CC(=O)OC)CC1=CC(=CC=C1)C#CC1=CSC=C1 Methyl (S)-3-hydroxy-4-(3-(thiophen-3-ylethynyl)phenyl)butanoate